C(CCCCCCCCCCCCCC)(=O)N(C)CC(=O)O N-n-pentadecanoyl-sarcosine